ClC1=CC=C(C(=N1)C(=O)O)N[C@H](C)C1=C2N=C(C(=NC2=CC(=C1)C)C#N)N1C[C@H](CCC1)[C@@H](C)O 6-chloro-3-(((R)-1-(2-cyano-3-((S)-3-((R)-1-hydroxyethyl)piperidin-1-yl)-7-methylquinoxalin-5-yl)ethyl)amino)picolinic acid